CC1=C(C(=C2C(=C1O)C(=O)[C@H]([C@@H](O2)C3=CC=CC=C3)O)C)O The molecule is a trihydroxyflavanone that is flavanone substituted by hydroxy groups at positions 3, 5 and 7 and methyl groups at positions 6 and 8 (the 2S,3S-stereoisomer). It has been isolated from the buds of Cleistocalyx operculatus and has been shown to exhibit inhibitory effects on the viral neuraminidases from two influenza viral strains, H1N1 and H9N2. It has a role as a plant metabolite and an EC 3.2.1.18 (exo-alpha-sialidase) inhibitor. It is a member of dihydroflavonols, a trihydroxyflavanone and a secondary alpha-hydroxy ketone.